N-(2-(2,2-dimethyl-2,5-dihydro-1H-pyrrol-3-yl)thieno[2,3-b]pyridin-4-yl)benzo[d]thiazol-5-amine CC1(NCC=C1C1=CC=2C(=NC=CC2NC=2C=CC3=C(N=CS3)C2)S1)C